N-{[(4R)-4-cyclopropyl-2,5-dioxoimidazolidin-4-yl]methyl}-2-(3,4-dichlorophenyl)-2H-1,2,3-triazole-4-carboxamide C1(CC1)[C@@]1(NC(NC1=O)=O)CNC(=O)C1=NN(N=C1)C1=CC(=C(C=C1)Cl)Cl